tert-butyl (6R)-6-(((2R,3R,5R,6S)-3,5-dihydroxy-6-methyltetrahydro-2H-pyran-2-yl) oxy)-3-hydroxyheptanoate O[C@H]1[C@@H](O[C@H]([C@@H](C1)O)C)O[C@@H](CCC(CC(=O)OC(C)(C)C)O)C